OC[C@]1(C2=C(OC1)C=CC1=CC(=CC=C12)C)C1=CC=C(C=C1)O (R)-4-(1-(hydroxymethyl)-7-methyl-1,2-dihydronaphtho[2,1-b]furan-1-yl)phenol